S(=O)(=O)(OC#CCCC)C1=CC=C(C)C=C1 Pentynyl Tosylate